N-(cyclohexylmethyl)-6-fluoro-8-hydroxy-4-oxo-4H-chromene-2-carboxamide C1(CCCCC1)CNC(=O)C=1OC2=C(C=C(C=C2C(C1)=O)F)O